1-methyl-3-(tetrahydro-3-furylmethyl)urea CNC(=O)NCC1COCC1